ClC=1C=C2C(=CCSC2=C(C1)Cl)C=1N=CNC1 4-(6,8-dichloro-2H-thiochromen-4-yl)-1H-imidazole